(Z)-Methyl 3-cyclopropyl-3-(2-(2'-fluoro-5'-methoxy-[1,1'-biphenyl]-4-yl)quinolin-7-yl)-2-methylacrylate C1(CC1)/C(=C(/C(=O)OC)\C)/C1=CC=C2C=CC(=NC2=C1)C1=CC=C(C=C1)C1=C(C=CC(=C1)OC)F